(2-bromopyrimidin-4-yl)cyclopentanol tert-butyl-4-(3,3-dimethyl-2-oxo-2,3-dihydro-1H-pyrrolo[3,2-b]pyridin-6-yl)piperidine-1-carboxylate C(C)(C)(C)C1N(CCC(C1)C=1C=C2C(=NC1)C(C(N2)=O)(C)C)C(=O)OC2(CCCC2)C2=NC(=NC=C2)Br